C1=C(C=CC=2C3=CC=C4C=C3C=C(C12)C4)CC(=O)N 7,10-methanophenanthrene-2-carboxyamide